C1(=CC(=CC=C1)NC1=CC=CC2=C1SC1=C2C=CC=C1)C1=CC=CC=C1 N-([1,1'-biphenyl]-3-yl)dibenzothiophen-4-amine